4-(isopropylamino)-6-(1H-pyrazol-4-yl)quinoline-3-carboxamide C(C)(C)NC1=C(C=NC2=CC=C(C=C12)C=1C=NNC1)C(=O)N